O=C1N(C(CC1)=O)OC(CCC(CCC(=O)ON1C(CCC1=O)=O)(CCC(=O)ON1C(CCC1=O)=O)[N+](=O)[O-])=O bis(2,5-dioxopyrrolidin-1-yl) 4-(3-((2,5-dioxopyrrolidin-1-yl)oxy)-3-oxopropyl)-4-nitroheptanedioate